NCCCCCCCCCCCCN 1,12-diamino-dodecane